C(C)OC(C(C)(C1=NC=C(C=N1)CC(F)(F)F)C)=O.C(C=C)(=O)[Ni].[Al] aluminum (alloyl)nickel ethyl-2-methyl-2-(5-(2,2,2-trifluoroethyl)pyrimidin-2-yl)propanoate